C(=O)C1=CC=C(C=C1)C=1C2=C(N=C(N1)C=1SC(=CC1)C=O)N(C=C2)C2=CC=CC=C2 4-(4-Formylphenyl)-2-(5-formylthien-2-yl)-7-phenyl-7H-pyrrolo[2,3-d]pyrimidine